C(C=C)(=O)N1C(CN(CC1)C1=C(C=NC2=C(C(=C(C=C12)Cl)C1=C2C=NNC2=CC=C1C)F)C#N)C 4-(4-acryloyl-3-methylpiperazin-1-yl)-6-chloro-8-fluoro-7-(5-methyl-1H-indazol-4-yl)quinoline-3-carbonitrile